4-(4-Hydroxy-3-methoxyphenyl)-2-butanone OC1=C(C=C(C=C1)CCC(C)=O)OC